[Si](C)(C)(C(C)(C)C)OC=1C=CC2=C(COCC3=C2C=CC(=C3)O[Si](C)(C)C(C)(C)C)C1 3,9-bis((tert-butyldimethylsilyl)oxy)-5,7-dihydrodibenzo[c,e]oxepine